n-butyl-2,2-bis(4,4-di(t-butylperoxy)cyclohexyl)propane C(CCC)CC(C)(C1CCC(CC1)(OOC(C)(C)C)OOC(C)(C)C)C1CCC(CC1)(OOC(C)(C)C)OOC(C)(C)C